5,6-difluoro-1'H-[1,2'-bibenzo[d]imidazole]-6'-carbonitrile FC1=CC2=C(N(C=N2)C2=NC3=C(N2)C=C(C=C3)C#N)C=C1F